benzo[d][1,2,3]triazole N1N=NC2=C1C=CC=C2